CS(=O)(=O)O.C(C)(C)(C)OC(=O)C=1NC=CC1 Pyrrole-2(1H)-carboxylic acid tert-butyl ester methanesulfonate